C1(CC1)C1=NN(C2=CC(=CC=C12)C(=O)NC=1N=CC=2N(C1)C=C(N2)[C@@H]2N(CCC2)C)C 3-cyclopropyl-1-methyl-N-{2-[(2R)-1-methylpyrrolidin-2-yl]imidazo[1,2-a]pyrazin-6-yl}-1H-indazole-6-carboxamide